rac-5-(2-fluorobenzyl)-2-(2-hydroxy-2-(5-hydroxypyridin-2-yl)ethyl)octahydrocyclopenta[c]pyrrol FC1=C(CC2CC3C(CN(C3)CC(C3=NC=C(C=C3)O)O)C2)C=CC=C1